IC=1C=C(C=CC1)C(COCC(CNC(OCC1=CC=CC=C1)=O)(C)C)(C(=O)N(C)OC)C benzyl (3-(2-(3-iodophenyl)-3-(methoxy(methyl)amino)-2-methyl-3-oxopropoxy)-2,2-dimethylpropyl)carbamate